2-({4-[(2-{[2-fluoro-4-(trifluoromethyl)phenoxy]methyl}pyrimidin-4-yl)oxy]piperidin-1-yl}methyl)-1-{[(2S)-oxetan-2-yl]methyl}-1H-1,3-benzodiazole-6-carboxylic acid FC1=C(OCC2=NC=CC(=N2)OC2CCN(CC2)CC2=NC3=C(N2C[C@H]2OCC2)C=C(C=C3)C(=O)O)C=CC(=C1)C(F)(F)F